vinyl n-butyl ether C(CCC)OC=C